Acetic acid [(2s,3s,4e,6r,7r,10r)-7,10-dihydroxy-3,7-dimethyl-12-oxo-2-[(2e,4e)-6-pyridin-2-yl hex-2,4-dien-2-yl]-1-oxocyclododec-4-en-6-yl] ester O[C@]1([C@@H](/C=C/[C@@H]([C@H](C(C(C[C@@H](CC1)O)=O)=O)\C(\C)=C\C=C\CC1=NC=CC=C1)C)OC(C)=O)C